4-methyl-5-(2-(pyrrolidin-1-yl)ethyl)thiazol-2-amine CC=1N=C(SC1CCN1CCCC1)N